O[C@H](COC=1C=C(C=CC1)S(=O)(=O)NC)CNC1COC2(C1)CCN(CC2)S(=O)(=O)C2=NN(C=C2)C 3-((2S)-2-hydroxy-3-(8-(1-methyl-1H-pyrazol-3-ylsulfonyl)-1-oxa-8-azaspiro[4.5]decan-3-ylamino)propoxy)-N-methylbenzenesulfonamide